O1CC(CC1)C(CC)=O (tetrahydrofuran-3-yl)propan-1-one